NC=1N=C2N(C=C(C=C2)C2=C(C(=CC=C2)F)CCO)C1C(=O)[C@H]1[C@H](C1)F (2-amino-6-(3-fluoro-2-(2-hydroxyethyl)phenyl)imidazo[1,2-a]pyridin-3-yl)((1S,2S)-2-fluorocyclopropyl)methanone